C(CCCCCCC)OC(C)=O n-Octylacetat